ClC=1C=CC(=C(C1)C1=C(N=CN1)C1=NC2=CC(=CN=C2C=C1)C1=CN=C2N1CCNC2)F 2-[5-(5-chloro-2-fluoro-phenyl)-1H-imidazol-4-yl]-7-(5,6,7,8-tetrahydroimidazo[1,2-a]pyrazin-3-yl)-1,5-naphthyridine